CN(CCC1=CN(C2=CC=C(C=C12)OC)C(=O)OCOC(CCCC(=O)O)=O)C 5-(((3-(2-(Dimethylamino)-ethyl)-5-methoxy-1H-indole-1-carbonyl)oxy)methoxy)-5-oxopentanoic acid